(2Z)-6-(3-fluoro-4-hydroxyphenyl)-2-(hydroxyimino)-2,3-dihydro-1H-inden-1-one FC=1C=C(C=CC1O)C1=CC=C2C/C(/C(C2=C1)=O)=N/O